FC(CO)(F)C=1C(=C(C=CC1)C(C)NN1C=C(O[C@@H](C1)CCOC)C)F (R)-4-((1-(3-(1,1-difluoro-2-hydroxyethyl)-2-fluorophenyl)ethyl)amino)-6-(2-methoxyethyl)-2-methyl-6H-[1,4]oxazine